CN1C(=CC=2C1=CN=CC2)C 1,2-dimethyl-1H-pyrrolo[2,3-c]pyridine